C(C)(C)C(C(=O)O)CCCCCCCCCCCC.C(CCCCCCCCCCCCC)(=O)OC(C)C isopropyl myristate (isopropyl tetradecanoate)